C(CCNC=O)C[C@@H](C(=O)O)N The molecule is a non-proteinogenic L-alpha-amino acid that is the N(6)-formyl derivative of L-lysine. It is a non-proteinogenic L-alpha-amino acid, a member of formamides and a N(6)-acyl-L-lysine.